5-[[2-[4-[3-[1-(5-chloropyrimidin-2-yl)-4-piperidinyl]propoxy]-2-fluoro-phenyl]acetyl]amino]-N-[2-hydroxy-1-(hydroxymethyl)ethyl]pentanamide ClC=1C=NC(=NC1)N1CCC(CC1)CCCOC1=CC(=C(C=C1)CC(=O)NCCCCC(=O)NC(CO)CO)F